ClC1=CC(=C(COC2=CC=CC(=N2)C2CCN(CC2)CC2=NC3=C(N2C)C=C(C=C3OC(F)F)C3=NOC(N3)=O)C=C1)F 3-(2-((4-(6-((4-Chloro-2-fluorobenzyl)oxy)pyridin-2-yl)piperidin-1-yl)methyl)-4-(difluoromethoxy)-1-methyl-1H-benzo[d]imidazol-6-yl)-1,2,4-oxadiazol-5(4H)-one